2,6-difluoro-N-methyl-N-((tetrahydrofuran-3-yl)methyl)-4-(4,4,5,5-tetramethyl-1,3,2-dioxaborolan-2-yl)benzamide ((5-(pyridin-2-yl)thiophen-2-yl)sulfonyl)glycinate N1=C(C=CC=C1)C1=CC=C(S1)S(=O)(=O)NCC(=O)O.FC1=C(C(=O)N(CC2COCC2)C)C(=CC(=C1)B1OC(C(O1)(C)C)(C)C)F